ClC1=NC=C(C(=C1)NC1CCC(CC1)NCCF)C=1N=C(SC1)N1CCOCC1 (1s,4s)-N1-(2-chloro-5-(2-morpholinothiazol-4-yl)pyridin-4-yl)-N4-(2-fluoroethyl)cyclohexane-1,4-diamine